6-bromo-3-((tert-butyldimethylsilyl)oxy)pyridinecarbaldehyde BrC1=CC=C(C(=N1)C=O)O[Si](C)(C)C(C)(C)C